({[4-(Cyanomethyl)phenyl]carbamoyl}amino)(dicyclopropyl)acetic acid C(#N)CC1=CC=C(C=C1)NC(=O)NC(C(=O)O)(C1CC1)C1CC1